CC(=O)N[C@@H]1[C@H]([C@@H]([C@H](O[C@H]1OCCSCCC(=O)OC)CO)O)O[C@H]2[C@@H]([C@H]([C@H]([C@H](O2)CO)O)O)O The molecule is a tripartite compound comprising an alpha-D-Gal unit linked to beta-D-GlcNAc, which is in turn linked to a CETE (2-[(2-carbomethoxyethylthio)]ethyl; 2-{[2-(methoxycarbonyl)ethylsulfanyl]}ethyl) moiety. It is a glycoside, a disaccharide derivative, a methyl ester and an organic sulfide.